(fluoromethyl)piperazine-1-carboxylate FCOC(=O)N1CCNCC1